ClCCN(\N=N\N(C)CCCl)C (E)-1,4-bis(2-chloroethyl)-1,4-dimethyltetrazene